4-[1-(5,6,7,8-tetrahydro-3,5,5,8,8-pentamethyl-2-naphthyl)ethenyl]Benzoic acid CC=1C(=CC=2C(CCC(C2C1)(C)C)(C)C)C(=C)C1=CC=C(C(=O)O)C=C1